Methyl ((2-(((R)-5-((tert-butyldimethylsilyl)oxy)pentan-2-yl)oxy)-4-methylphenyl)sulfonyl)-L-prolinate [Si](C)(C)(C(C)(C)C)OCCC[C@@H](C)OC1=C(C=CC(=C1)C)S(=O)(=O)N1[C@@H](CCC1)C(=O)OC